[C@@H]12OC[C@@H](N(C1)C1=NC=C(C=N1)C1=CC=3C(=NC=C(N3)C=3C(=C(C=CC3C)O)C)N1)C2 3-(6-(2-((1S,4S)-2-oxa-5-azabicyclo[2.2.1]heptan-5-yl)pyrimidin-5-yl)-5H-pyrrolo[2,3-b]pyrazin-2-yl)-2,4-dimethylphenol